(S)-1-(5-(4-amino-6-(trifluoromethyl)nicotinoyl)-2-(2-chloro-4-cyclobutylphenyl)-2,3,4,5,5a,6,8,9-octahydro-7H-1,2,5,7-tetraazabenzo[cd]azulen-7-yl)prop-2-en-1-one NC1=CC(=NC=C1C(=O)N1CCC=2N(N=C3CCN(C[C@@H]1C23)C(C=C)=O)C2=C(C=C(C=C2)C2CCC2)Cl)C(F)(F)F